C(C1=CC=CC=C1)N1CC(OCC1)C1=CC=C(C2=C1N(C=N2)COCC[Si](C)(C)C)C(=O)NC=2C=C(C=1N(C2)C=C(N1)C)F 7-(4-benzylmorpholin-2-yl)-N-(8-fluoro-2-methyl-imidazo[1,2-a]pyridin-6-yl)-1-(2-trimethylsilylethoxymethyl)benzimidazole-4-carboxamide